N-[(2R)-2-(1-benzylpiperidin-4-yl)-2-hydroxyethyl]-7-methyl-2-[3-(trifluoromethyl)phenyl]pyrazolo[1,5-a]pyrimidine-6-carboxamide C(C1=CC=CC=C1)N1CCC(CC1)[C@H](CNC(=O)C=1C=NC=2N(C1C)N=C(C2)C2=CC(=CC=C2)C(F)(F)F)O